C1(=CC=C(C=C1)S(=O)(=O)N1C(C1)C(=O)OC)C Methyl 1-(p-tolylsulfonyl)aziridine-2-carboxylate